6-((3-(5-(5-fluoropyridin-3-yl)-4,5-dihydro-1H-pyrazole-1-carbonyl)bicyclo[1.1.1]-pentan-1-yl)methoxy)-nicotinonitrile FC=1C=C(C=NC1)C1CC=NN1C(=O)C12CC(C1)(C2)COC2=NC=C(C#N)C=C2